C(C)(C)(C)N1N=C(C(=C1C1=CC=C(C=C1)F)C1=CC=NC=C1)CC(=O)[O-].[Li+] lithium(1+) 2-[1-tert-butyl-5-(4-fluorophenyl)-4-(pyridin-4-yl)-1H-pyrazol-3-yl]acetate